3-bromo-2,2-bis-(bromomethyl)propyl phosphate P(=O)(OCC(CBr)(CBr)CBr)([O-])[O-]